2-methylimidazo[1,2-a]pyridine-6-carboxamide CC=1N=C2N(C=C(C=C2)C(=O)N)C1